2,5-Dimethoxy-4-chloroacetanilide CC(=O)NC1=CC(=C(C=C1OC)Cl)OC